FC1=CC=C(C(=O)N2[C@@H](C=3N(CC2)C(=NC3[C@H]3C(CCC3)=O)C3=NC(=NS3)C)C)C=C1 (S)-2-((R)-7-(4-fluorobenzoyl)-8-methyl-3-(3-methyl-1,2,4-thiadiazol-5-yl)-5,6,7,8-tetrahydroimidazo[1,5-a]pyrazin-1-yl)cyclopentan-1-one